(1R,3S,5S)-3-((tert-butoxycarbonyl)(2-((S)-2-cyanopyrrolidin-1-yl)-2-oxoethyl)amino)adamantan-1-yl methanesulfonate CS(=O)(=O)OC12CC3(C[C@H](CC(C1)C3)C2)N(CC(=O)N2[C@@H](CCC2)C#N)C(=O)OC(C)(C)C